P(=O)(O)(O)O.COC(=O)C=1O[C@H]([C@@H]([C@H](C1)N)NC(C)=O)[C@@H]([C@@H](CO)O)OC (4S,5R,6R)-5-acetylamino-4-amino-6-[(1R,2R)-2,3-dihydroxy-1-methoxypropyl]-5,6-dihydro-4H-pyran-2-carboxylic acid methyl ester phosphate